tert-butyl (2R)-6-(benzyloxy)-2-{[(tert-butoxycarbonyl)(2-methoxyethyl)amino]methyl}-4-fluoro-5-(1,1,4-trioxo-1λ6,2,5-thiadiazolidin-2-yl)-2,3-dihydro-1H-indole-1-carboxylate C(C1=CC=CC=C1)OC1=C(C(=C2C[C@@H](N(C2=C1)C(=O)OC(C)(C)C)CN(CCOC)C(=O)OC(C)(C)C)F)N1S(NC(C1)=O)(=O)=O